3-(4-((3-(4-((3-benzyl-9-methyl-4H,6H-thieno[2,3-e][1,2,4]triazolo[3,4-c][1,4]oxazepin-2-yl)ethynyl)-1H-pyrazol-1-yl)propyl)amino)-1-oxoisoindolin-2-yl)piperidine-2,6-dione C(C1=CC=CC=C1)C1=C(SC=2N3C(COCC21)=NN=C3C)C#CC=3C=NN(C3)CCCNC3=C2CN(C(C2=CC=C3)=O)C3C(NC(CC3)=O)=O